2-Chloro-6-fluoro-N-[4-[(E)-3-[4-[2-hydroxyethyl(methyl)amino]phenyl]prop-2-enoyl]phenyl]benzamide ClC1=C(C(=O)NC2=CC=C(C=C2)C(\C=C\C2=CC=C(C=C2)N(C)CCO)=O)C(=CC=C1)F